6-(2-ethoxyphenyl)-1-[2-oxo-2-(2-thienyl)ethyl]-3H-imidazo[4,5-b]pyridin-2-one C(C)OC1=C(C=CC=C1)C=1C=C2C(=NC1)NC(N2CC(C=2SC=CC2)=O)=O